(S)-N-(2-hydroxy-2-methylpropyl)-5-(6-((1-methylcyclobutyl)amino)-4-(trifluoromethyl)pyridine-3-yl)-4-(2-methylpyrrolidine-1-carbonyl)thiazole-2-carboxamide OC(CNC(=O)C=1SC(=C(N1)C(=O)N1[C@H](CCC1)C)C=1C=NC(=CC1C(F)(F)F)NC1(CCC1)C)(C)C